CC1=CC=C(C=C1)S(=O)(=O)O[C@@H](C)[C@@H](C)O |r| (2S,3R)- and (2R,3S)-3-hydroxybutan-2-yl 4-methylbenzenesulfonate